2-([2,2'-binaphthalen]-6-yl-1',3',4',5',6',7',8'-d7)-4-chloro-6-phenyl-1,3,5-triazine C1=C(C=CC2=CC(=CC=C12)C1=NC(=NC(=N1)Cl)C1=CC=CC=C1)C1=C(C2=C(C(=C(C(=C2C(=C1[2H])[2H])[2H])[2H])[2H])[2H])[2H]